3-benzyl-6-((1-methyl-1H-imidazol-5-yl)methyl)-2,3,4,6-tetrahydropyrido[3,4-c][1,8]naphthyridine-5(1H)-one C(C1=CC=CC=C1)N1CC=2C(N(C=3N=CC=CC3C2CC1)CC1=CN=CN1C)=O